3-sulphopropionic acid S(=O)(=O)(O)CCC(=O)O